5-(2-acetyl-5-chlorophenyl)-6-ethoxypyridazin-3(2H)-one C(C)(=O)C1=C(C=C(C=C1)Cl)C1=CC(NN=C1OCC)=O